ClC1C(N(C2=CC=CC=C12)C)=O chloro-1-methyl-2-oxoindoline